ClCC=1OC2=C(N1)C=CC(=C2)OC 2-(chloromethyl)-6-methoxybenzo[d]oxazole